CC(CCCCCCCN)N methyl-1,8-diaminooctane